[Si](C1=CC=CC=C1)(C1=CC=CC=C1)(C(C)(C)C)OCCCCCCCCCC=O 10-((tert-butyldiphenylsilyl)oxy)decanal